4-chloro-2-((2,3-dichloro-phenylimino)meth-yl)phenol ClC1=CC(=C(C=C1)O)C=NC1=C(C(=CC=C1)Cl)Cl